C1(=CC=CC=C1)C=1N=C(SCC1)N 4-phenyl-6H-1,3-thiazin-2-amine